5-(2-((2-(4-methylpiperazin-1-yl)pyridin-4-yl)amino)-7H-pyrrolo[2,3-d]pyrimidin-5-yl)pyrazolo[1,5-a]pyridine-3-carboxamide CN1CCN(CC1)C1=NC=CC(=C1)NC=1N=CC2=C(N1)NC=C2C2=CC=1N(C=C2)N=CC1C(=O)N